C1=CC(OC)=C2C=3[C@@]45[C@@H](O2)[C@@H](O)C=C[C@H]4[C@@H](CC13)N(C)CC5.C5=CC=CC=1[C@@]34CCCC[C@H]3[C@@H](CC51)NCC4 morphinan compound with codeine